CCCCCCC/C=C\CCCCCCCC(=O)OC[C@H](COP(=O)(O)OC[C@H](CO)O)OC(=O)CCCCCCC/C=C\CCCC 1-(9Z-heptadecenoyl)-2-(9Z-tetradecenoyl)-glycero-3-phospho-(1'-sn-glycerol)